4-Chloro-7-(p-tolyl)quinoline ClC1=CC=NC2=CC(=CC=C12)C1=CC=C(C=C1)C